C1(=CC=CC=C1)P([C-]1C=CC=C1)C1=CC=CC=C1.[C-]1(C=CC=C1)P(C1=CC=CC=C1)C1=CC=CC=C1.[Fe+2].[Pd+2] palladium (II) 1,1'-bis(diphenylphosphino)ferrocene